BrC=1C=C2CCCN(C2=NC1)C(=O)OC(C)(C)C Tert-Butyl 6-bromo-3,4-dihydro-1,8-naphthyridine-1(2H)-carboxylate